(6aR,8S)-8-(benzyloxy)-2-chloro-6a-methyl-6a,7,8,9-tetrahydropyrrolo[1',2':4,5]pyrazino[2,3-c]pyridazin-6(5H)-one C(C1=CC=CC=C1)O[C@H]1C[C@]2(N(C=3C(=NN=C(C3)Cl)NC2=O)C1)C